N1=CC=C2N1CCNC2=O 6,7-dihydropyrazolo[1,5-a]pyrazin-4(5H)-on